NC([C@H](CC)NCC(CC(=O)O)CCC)=O 3-((((S)-1-amino-1-oxo-butan-2-yl)amino)methyl)hexanoic acid